(Z)-tert-butyl (2-amino-2-(hydroxyimino)ethyl)(3,5-dichloro-4-(5-isopropyl-1-methyl-6-oxo-1,6-dihydropyridazine-3-carbonyl)phenyl)carbamate N\C(\CN(C(OC(C)(C)C)=O)C1=CC(=C(C(=C1)Cl)C(=O)C1=NN(C(C(=C1)C(C)C)=O)C)Cl)=N/O